NC1=C2C(=NC(=N1)Cl)N(N=C2)CC=2C=CC(=C(C2)CCO)Br 2-(5-((4-amino-6-chloro-1H-pyrazolo[3,4-d]pyrimidin-1-yl)methyl)-2-bromophenyl)ethane-1-ol